1-ethoxy-10H-benzo[b]indeno[2,1-d]thiophen-10-one C(C)OC1=C2C(C=3C4=C(SC3C2=CC=C1)C=CC=C4)=O